3-(2,6-di(benzyloxy)pyridin-3-yl)-6-(4-(dimethoxymethyl)piperidin-1-yl)-1-methyl-1H-indazole C(C1=CC=CC=C1)OC1=NC(=CC=C1C1=NN(C2=CC(=CC=C12)N1CCC(CC1)C(OC)OC)C)OCC1=CC=CC=C1